C(C)(=O)C1=C(C2=C(N=C(N=C2)NC2=CC=C(C=C2)N2CCNCC2)N(C1=O)[C@H]1C2CCC(C1)C2)C 6-acetyl-8-((2R)-bicyclo[2.2.1]heptan-2-yl)-5-methyl-2-((4-(piperazin-1-yl)phenyl)amino)pyrido[2,3-d]pyrimidin-7(8H)-one